(trans)-N-[4-(6-butanoyl-4-methylpyridin-3-yl)imidazo[1,2-a]1,6-naphthyridin-8-yl]-2-formylcyclopropane-1-carboxamide C(CCC)(=O)C1=CC(=C(C=N1)C=1C=2N(C3=CC(=NC=C3C1)NC(=O)[C@H]1[C@@H](C1)C=O)C=CN2)C